C(C)(=O)O.C(C)N1CN(C=C1)C L-1-ethyl-3-methylimidazole acetate